N-(3-chlorobenzyl)-2-(3-(pyridin-2-yl)-4-(quinolin-4-yl)-1H-pyrazol-1-yl)acetamide ClC=1C=C(CNC(CN2N=C(C(=C2)C2=CC=NC3=CC=CC=C23)C2=NC=CC=C2)=O)C=CC1